FC(OC1=CC=CC(=N1)OC1=CC(=NN1C1=NC=C(C=N1)F)C(F)(F)F)F 2-[5-[[6-(difluoromethoxy)-2-pyridinyl]oxy]-3-(trifluoromethyl)pyrazol-1-yl]-5-fluoro-pyrimidine